C(CCCCCC)(=O)OC[C@@H](OC(CCCCCC)=O)COP(=O)([O-])OCC[N+](C)(C)C 1,2-diheptanoyl-SN-glycero-3-phosphocholine